CN(C1=C(C=CC=C1)NCCCCC)C dimethyl-pentyl-phenylenediamine